N(=[N+]=[N-])[C@H](CN1[C@@H](C[C@H](C1)O)C(=O)OC)C(C)C methyl (2S,4R)-1-((S)-2-azido-3-methylbutyl)-4-hydroxypyrrolidine-2-carboxylate